ClC1=C(CC2=CC=CC3=C2NC(=NS3(=O)=O)NCC3=C(C=C(C=C3)C)OC)C=CC=C1 5-(2-chlorobenzyl)-3-((2-methoxy-4-methylbenzyl)amino)-4H-benzo[e][1,2,4]thiadiazine 1,1-dioxide